4-[1-(2-nitrobenzyl)-1H-pyrazol-4-yl]-1H-pyrrolo[2,3-b]pyridine [N+](=O)([O-])C1=C(CN2N=CC(=C2)C2=C3C(=NC=C2)NC=C3)C=CC=C1